4-(methylamino)-2-oxo-1-phenyl-1,2-dihydro-quinazoline-7-carbonitrile CNC1=NC(N(C2=CC(=CC=C12)C#N)C1=CC=CC=C1)=O